N1(CCOCC1)C=1C2=C(N=CN1)NC(=C2)C2=CC=C(C=C2)NC(=O)C2=NC=CC(=C2)CN2C[C@@H](CCC2)NC(OC(C)(C)C)=O tert-butyl N-[(3R)-1-[[2-[[4-(4-morpholin-4-yl-7H-pyrrolo[2,3-d]pyrimidin-6-yl)phenyl]carbamoyl]pyridin-4-yl]methyl]piperidin-3-yl]carbamate